6-[(1-tert-Butyl-3-piperidyl)amino]-3-[2-hydroxy-4-(trifluoromethyl)phenyl]-4-methyl-1,2,4-triazin-5-one C(C)(C)(C)N1CC(CCC1)NC=1C(N(C(=NN1)C1=C(C=C(C=C1)C(F)(F)F)O)C)=O